C1(CC1)CN1C(N(C(C1=O)=O)CC1=NC(=NO1)CC(=O)OC(C)(C)C)=O tert-butyl 2-(5-((3-(cyclopropylmethyl)-2,4,5-trioxoimidazolidin-1-yl)methyl)-1,2,4-oxadiazol-3-yl)acetate